C(C)OC(CCCCCC1C(C1)CCCCCCCCC(CCCCCCC)N(C)C)=O.C(C)N(C(C1=C(C=CC(=C1)F)OC1=C(N=CN=N1)OCC(F)(F)F)=O)C(C)C N-ethyl-5-fluoro-N-isopropyl-2-((5-(2,2,2-trifluoroethoxy)-1,2,4-triazin-6-yl)oxy)benzamide ethyl-6-{2-[9-(dimethylamino)hexadecyl]cyclopropyl}hexanoate